2-(4-(1-hydroxyethyl)-3-(2-methyl-1H-benzimidazol-5-yl)phenyl)acetonitrile OC(C)C1=C(C=C(C=C1)CC#N)C1=CC2=C(NC(=N2)C)C=C1